COC(C(C1=C(C=CC=C1)F)Br)=O methyl-2-bromo-2-(2-fluorophenyl)acetate